5-((1H-tetrazol-5-yl)methoxy)-2-methoxyisonicotinaldehyde N1N=NN=C1COC1=CN=C(C=C1C=O)OC